O=C1OC2=CC=CC=C2C(=C1C(CC)C1=CC=CC=C1)O 2-oxo-3-(1-phenylpropyl)-2H-chromen-4-ol